N'-(3-chloropyrazin-2-yl)-2,2,2-trifluoroacetohydrazide ClC=1C(=NC=CN1)NNC(C(F)(F)F)=O